ClC1=C(OC=2N=NC(=CC2C(=O)NC2=CC(=CC=C2)S(=O)(=N)C)C(F)(F)F)C=C(C=C1)F 3-(2-Chloro-5-fluorophenoxy)-N-(3-(S-methylsulfonimidoyl)phenyl)-6-(trifluoromethyl)pyridazine-4-carboxamide